ClC1=CC=C2C(=C3N(C2=C1Cl)CCC(C3)C(=O)OCC)C=3C=NNC3 Ethyl 3,4-dichloro-10-(1H-pyrazol-4-yl)-6,7,8,9-tetrahydropyrido[1,2-a]indole-8-carboxylate